C1(=CC=CC=C1)N1C2=CC=CC=C2C=2C=C(C=CC12)C1=CC=C(C=C1)N(C1=CC=C(C=C1)C1=CC=CC=C1)C1=CC=C(C=C1)C1=NC=NC(=C1)C1=CC=2C(C3=CC=CC=C3C2C=C1)(C)C N-[4-(9-phenyl-9H-carbazol-3-yl)phenyl]-N-{4-[6-(9,9-dimethyl-9H-fluoren-2-yl)pyrimidin-4-yl]phenyl}-1,1'-biphenyl-4-amine